5-[8-fluoro-6-hydroxy-2-(6,6,6-trifluorohexyl)-1,2,3,4-tetrahydroisoquinolin-7-yl]-1λ6,2,5-thiadiazolidine-1,1,3-trione FC=1C(=C(C=C2CCN(CC12)CCCCCC(F)(F)F)O)N1CC(NS1(=O)=O)=O